C1(CC1)C#C[Si](C)(C)C (Cyclopropylethynyl)trimethylsilane